C(C)(C)(C)OC(=O)N1CCC(CC1)N1N=CC(=C1)N 4-(4-amino-1H-pyrazole-1-yl)piperidine-1-carboxylic acid tert-butyl ester